2-methyl-N-(1-(pyrrolidin-1-ylmethyl)cyclopropyl)-2-(6-(trifluoromethyl)-1H-pyrrolo[2,3-b]pyridin-1-yl)propanamide CC(C(=O)NC1(CC1)CN1CCCC1)(C)N1C=CC=2C1=NC(=CC2)C(F)(F)F